C(C)C(CC=1NC=C[NH+]1)CCCC 2-ethylhexylimidazolium